tert-butyl (S)-(1-(3,5-difluorophenyl)ethyl)carbamate FC=1C=C(C=C(C1)F)[C@H](C)NC(OC(C)(C)C)=O